C5-chloro-7-methyl-3H-imidazo[4,5-b]pyridine ClC1=CC(=C2C(=N1)NC=N2)C